N-(2-((4-tert-butylphenyl)amino)-1-(4-methoxyphenyl)-2-oxoethyl)-4-hydroxycyclohexanecarboxamide C(C)(C)(C)C1=CC=C(C=C1)NC(C(C1=CC=C(C=C1)OC)NC(=O)C1CCC(CC1)O)=O